COC1=CC=C(CN(S(=O)(=O)C=2C3=CN(N=C3C=C(C2)NC(CC2=C(C=CC=C2)Cl)=O)C(C)C)CC2=CC=C(C=C2)OC)C=C1 N-(4-(N,N-bis(4-methoxybenzyl)sulfamoyl)-2-isopropyl-2H-indazol-6-yl)-2-(2-chlorophenyl)acetamide